4-[7-({[(3-methoxyphenyl)methyl]amino}methyl)-[1,2,4]triazolo[1,5-a]pyridin-5-yl]benzonitrile COC=1C=C(C=CC1)CNCC1=CC=2N(C(=C1)C1=CC=C(C#N)C=C1)N=CN2